6-nitro-3-nitrochromane [N+](=O)([O-])C=1C=C2CC(COC2=CC1)[N+](=O)[O-]